BrC=1SC(=CC1)C(F)(F)F 2-bromo-5-(Trifluoromethyl)thiophene